2-(2-chloro-6-fluorophenyl)-N-((1r,4r)-4-morpholinocyclohexyl)pyrazolo[1,5-a][1,3,5]triazin-4-amine ClC1=C(C(=CC=C1)F)C1=NC=2N(C(=N1)NC1CCC(CC1)N1CCOCC1)N=CC2